BrC=1C=C(NC2(CCC3(C(=NC4=CC=CC=C34)C)CC2)C(=O)O)C=CC1 (1r,4r)-4-(3-bromoanilino)-2'-methyl-spiro[cyclohexane-1,3'-indole]-4-carboxylic acid